4,6-dichloro-1-(tetrahydro-2H-pyran-2-yl)-1H-pyrazolo[3,4-d]pyrimidine ClC1=C2C(=NC(=N1)Cl)N(N=C2)C2OCCCC2